ClC1=NC=C(C(=N1)C=1C=C2C(=NC1)CN(C2=O)[C@@H](C(=O)O)C)Cl (R)-2-(3-(2,5-dichloropyrimidin-4-yl)-5-oxo-5,7-dihydro-6H-pyrrolo[3,4-b]pyridin-6-yl)propionic acid